C(C1CO1)OC(C)[Si](OCC)(OCC)C Alpha-glycidoxyethyl-methyl-diethoxysilane